2-chloro-9-(m-terphenyl-2'-yl)carbazole ClC1=CC=2N(C3=CC=CC=C3C2C=C1)C1=C(C=CC=C1C1=CC=CC=C1)C1=CC=CC=C1